(3R,4S)-1-(4-fluorophenyl)-3-[(3S)-3-(4-fluorophenyl)-3-hydroxypropyl]-4-(4-hydroxyphenyl)azetidin-2-one FC1=CC=C(C=C1)N1C([C@@H]([C@H]1C1=CC=C(C=C1)O)CC[C@H](O)C1=CC=C(C=C1)F)=O